(4-(4-fluorophenyl)-6-hydroxy-2H-chromen-3-yl)(pyrrolidin-1-yl)methanone FC1=CC=C(C=C1)C1=C(COC2=CC=C(C=C12)O)C(=O)N1CCCC1